(rac)-tert-Butyl 6-(3-cyclopropyl-2-fluorophenyl)-6-hydroxy-2-azaspiro[3.4]octane-2-carboxylate C1(CC1)C=1C(=C(C=CC1)[C@@]1(CC2(CN(C2)C(=O)OC(C)(C)C)CC1)O)F |r|